tetra(octan-3-yl) 9,9',9'',9'''-((((5-((3-(methylamino)propyl)carbamoyl)isophthaloyl) bis(azanediyl)) bis(propane-3,1-diyl))bis(azanetriyl))tetranonanoate CNCCCNC(=O)C=1C=C(C=C(C(=O)NCCCN(CCCCCCCCC(=O)OC(CC)CCCCC)CCCCCCCCC(=O)OC(CC)CCCCC)C1)C(=O)NCCCN(CCCCCCCCC(=O)OC(CC)CCCCC)CCCCCCCCC(=O)OC(CC)CCCCC